C(#N)C1CN(C1)C1CC(N(CC1)CC1=C2C=CNC2=C(C=C1OC)C)C1=CC=C(C(=O)O)C=C1 4-(4-(3-cyanoazetidin-1-yl)-1-((5-methoxy-7-methyl-1H-indol-4-yl)methyl)piperidin-2-yl)benzoic acid